C(C=C)(=O)O.C(C=C)(=O)O.C(C=C)(=O)O.C(C=C)(=O)O.C(O)C(CC)(CO)CO.C(O)C(CC)(CO)CO Di(trimethylolpropan) tetraacrylate